trans-4-Hydroxy-N-(3-(2-isopropylthiazol-5-yl)phenyl)-N-((trans-4-(5-methoxy-6-methylpyridin-2-yl)cyclohexyl)methyl)cyclohexane-carboxamide O[C@@H]1CC[C@H](CC1)C(=O)N(C[C@@H]1CC[C@H](CC1)C1=NC(=C(C=C1)OC)C)C1=CC(=CC=C1)C1=CN=C(S1)C(C)C